isopropyl-2-((4-(3-(dimethylamino) piperidin-1-yl)-2-methoxy-5-nitrophenyl)amino)-4-(3,3,5-trimethyl-2,3-dihydro-1H-pyrrolo[3,2-b]pyridin-1-yl)pyrimidine-5-carboxylate C(C)(C)OC(=O)C=1C(=NC(=NC1)NC1=C(C=C(C(=C1)[N+](=O)[O-])N1CC(CCC1)N(C)C)OC)N1CC(C2=NC(=CC=C21)C)(C)C